C(C(C(C(C(C(CO)O)O)O)O)O)O heptan-1,2,3,4,5,6,7-heptol